2,4-dichloro-phenethylamine ClC1=C(CCN)C=CC(=C1)Cl